7-[[5-(4-hydroxy-1-piperidyl)-2-pyridyl]amino]-4-[6-(trifluorometh-yl)imidazo[1,2-a]pyridin-3-yl]isoindolin-1-one OC1CCN(CC1)C=1C=CC(=NC1)NC=1C=CC(=C2CNC(C12)=O)C1=CN=C2N1C=C(C=C2)C(F)(F)F